O1C(=CC=C1)C=1NC=C(N1)C=O 2-FURAN-2-YL-1H-IMIDAZOLE-4-CARBALDEHYDE